C(C1=CC=CC=C1)OC=1C=C(/C=C/C2=NC(=CC=C2)C)C=C(C1C(C)C)OCC1=CC=CC=C1 (E)-2-[3,5-bis-(benzyloxy)-4-isopropylstyryl]-6-methylpyridine